(R,E)-N-(3,5-difluoro-4-isopropylbenzylidene)-2-methylpropane-2-sulfinamide FC=1C=C(\C=N\[S@](=O)C(C)(C)C)C=C(C1C(C)C)F